Tert-butyl (R)-4-(2-(4-(cyclopropylcarbonyl)-2-fluorophenyl)-2H-chromen-8-yl)piperidine-1-carboxylate C1(CC1)C(=O)C1=CC(=C(C=C1)[C@@H]1OC2=C(C=CC=C2C=C1)C1CCN(CC1)C(=O)OC(C)(C)C)F